3-(((2S,5S)-5-((benzoyloxy)methyl)pyrrolidin-2-yl)methoxy)propanoic acid C(C1=CC=CC=C1)(=O)OC[C@@H]1CC[C@H](N1)COCCC(=O)O